ClC=1C(=CC=C2C=CC=C(C12)C1=NC=C2C(=C(C=NC2=C1F)F)N1CCNCC1)F 7-(8-chloro-7-fluoronaphthalen-1-yl)-3,8-difluoro-4-(piperazin-1-yl)-1,6-naphthyridine